FC1=CC=CC=2OC(C3(C(CC4=CC=CC=C34)C(CC)=O)NC21)=O 5-fluoro-2'-propionyl-2',3'-dihydro-2H,4H-spiro[benzo[b][1,4]oxazin-3,1'-indene]-2-one